1-((1r,4r)-4-{4-[(E)-(2,4-dioxathiazolidine-5-ylidene)methyl]Phenoxy}cyclohexyl)-3-[3-fluoro-4-(trifluoromethoxy)phenyl]Urea S\1ONO/C1=C\C1=CC=C(OC2CCC(CC2)NC(=O)NC2=CC(=C(C=C2)OC(F)(F)F)F)C=C1